BrC=1C(=C(C=CC1Cl)C1=NC2=C(N1C)C=CC=C2)F 2-(3-bromo-4-chloro-2-fluorophenyl)-1-methyl-benzo[d]imidazole